C1(CCC1)OC1=CC=C(C=C1)CNC(N(CC1CN(CC1)CCF)CC1=CC=C(C=C1)F)=O 3-(4-Cyclobutoxyphenylmethyl)-1-(4-fluorophenylmethyl)-1-((1-(2-fluoroethyl)pyrrolidin-3-yl)methyl)urea